cyclohexylmethyltriphenylphosphine iodide [I-].C1(CCCCC1)CC1=C(C=CC=C1)P(C1=CC=CC=C1)C1=CC=CC=C1